NC1=NC=CC=C1C1=NC2=C(N1C1=CC=C(C=C1)C1CN(C1)C[C@@H]1CC[C@H](CC1)C(=O)OC)C=C(C=C2)N2N=CC=C2 trans-methyl 4-[[3-[4-[2-(2-amino-3-pyridyl)-6-pyrazol-1-yl-benzimidazol-1-yl]phenyl]azetidin-1-yl]methyl]cyclohexanecarboxylate